octahydro-N-[4-methyl-3-(4-methyl-2-oxazolyl)phenyl]-4,7-methano-2H-isoindole-2-carboxamide CC1=C(C=C(C=C1)NC(=O)N1CC2C3CCC(C2C1)C3)C=3OC=C(N3)C